2,3,3a,4,6,6a-hexahydropyrrolo[3,4-b]pyrrole N1C2C(CC1)CNC2